4-(2,4-difluorophenyl)-5,6,7,8-tetrahydro-5,8-epoxyquinoline-2-carbonitrile FC1=C(C=CC(=C1)F)C1=CC(=NC=2C3CCC(C12)O3)C#N